C(C)N1C(NC2=CC(=CC=C2C1=S)CN1C(CN(CC1)C=1C=CC(=NC1C)C(=O)NC)C)=O 5-(4-((3-ethyl-2-oxo-4-thioxo-1,2,3,4-tetrahydroquinazolin-7-yl)methyl)-3-methylpiperazin-1-yl)-N,6-dimethylpicolinamide